2-amino-7,7-dimethylbicyclo[2.2.1]heptan NC1C2CCC(C1)C2(C)C